N1N=CC(=C1)/C(=C/C(=O)O)/CC (E)-3-(4-pyrazolyl)-2-pentenoic acid